Cl.NCCCNC(C[C@H]1C=2N(C3=C(C(=N1)C1=CC=C(C=C1)Cl)C(=C(S3)C)C)C(=NN2)C)=O (S)-N-(3-aminopropyl)-2-(4-(4-chlorophenyl)-2,3,9-trimethyl-6H-thieno[3,2-f][1,2,4]triazolo[4,3-a][1,4]diazepin-6-yl)acetamide hydrochloride